(3S)-1-[(2R)-2-[[4-(2-Chloro-4-fluoro-phenyl)-7-quinolyl]oxy]propanoyl]-3-methyl-piperidin ClC1=C(C=CC(=C1)F)C1=CC=NC2=CC(=CC=C12)O[C@@H](C(=O)N1C[C@H](CCC1)C)C